7-chloro-1-methyl-4-(1'-(4-(trifluoromethoxy)benzoyl)-[1,4'-bipiperidin]-4-yl)-1,4-dihydropyrido[2,3-b]pyrazine-2,3-dione ClC1=CC2=C(N(C(C(N2C)=O)=O)C2CCN(CC2)C2CCN(CC2)C(C2=CC=C(C=C2)OC(F)(F)F)=O)N=C1